C1(=CC(=CC=C1)C1=NC(=NC=C1Cl)NC1=C(C=C(C=C1)S(=O)(=O)N)C)C1=CC=CC=C1 4-((4-([1,1'-biphenyl]-3-yl)-5-chloropyrimidin-2-yl)amino)-3-methylbenzenesulfonamide